(5S)-N-((3-chloro-4-fluorophenyl)(5-fluoro-6-(trifluoromethyl)pyridin-2-yl)methyl)-2-oxooxazolidine-5-carboxamide ClC=1C=C(C=CC1F)C(NC(=O)[C@@H]1CNC(O1)=O)C1=NC(=C(C=C1)F)C(F)(F)F